ClC1=C(C(=CC=C1)F)CC1=NOC(N1CC=1SC=CN1)=O 3-[(2-chloro-6-fluorophenyl)methyl]-4-(1,3-thiazol-2-ylmethyl)-4,5-dihydro-1,2,4-oxadiazol-5-one